2-[(6-Ethylpyridin-3-yl)methyl]-8-methyl-N-{[(2S)-oxolan-2-yl]methyl}-4,5-dihydro-2H-furo[2,3-g]indazole-7-carboxamide C(C)C1=CC=C(C=N1)CN1N=C2C3=C(CCC2=C1)OC(=C3C)C(=O)NC[C@H]3OCCC3